[N-](S(=O)(=O)C(F)(F)F)S(=O)(=O)C(F)(F)F.C[N+]1(CCCCC1)CCC 1-methyl-1-Propylpiperidinium bis(trifluoromethanesulfonyl)imide